NC1=NC=2C=CC(=CC2C2=C1[C@H](OC2)C)C(=O)N(C)[C@@H]2COCC1=C2C=CC(=C1)Br (3R)-4-amino-N-((4S)-7-bromo-3,4-dihydro-1H-2-benzopyran-4-yl)-N,3-dimethyl-1,3-dihydrofuro[3,4-c]quinoline-8-carboxamide